(E)-1,3-diethyl-8-(2-(6-methoxypyridin-3-yl)vinyl)-7-methyl-1H-purine-2,6(3H,7H)-dione C(C)N1C(N(C=2N=C(N(C2C1=O)C)\C=C\C=1C=NC(=CC1)OC)CC)=O